methyl 5-methyl-4-(5-(4-(2-oxopyrrolidin-1-yl)phenyl) pyridin-3-yl)-1H-pyrrolo[2,3-b]pyridine-2-carboxylate CC=1C(=C2C(=NC1)NC(=C2)C(=O)OC)C=2C=NC=C(C2)C2=CC=C(C=C2)N2C(CCC2)=O